4-[1-(3,6-Dimethyl-4-oxo-2-phenyl-chromen-8-yl)ethylamino]indoline-2,3-dione CC1=C(OC2=C(C=C(C=C2C1=O)C)C(C)NC1=C2C(C(NC2=CC=C1)=O)=O)C1=CC=CC=C1